6-(6-fluoro-2,2-dioxido-3,4-dihydrobenzo[e][1,2,3]oxathiazin-8-yl)-2H-1,4-benzoxazin-3(4H)-one FC=1C=C(C2=C(CNS(O2)(=O)=O)C1)C=1C=CC2=C(NC(CO2)=O)C1